FC(S(=O)(=O)C=1C=C(C(=O)NCC2=NC=C3C=CC(=NC3=C2)C=2C=NC(=CC2)OC2COC2)C=CC1)F 3-((difluoromethyl)sulfonyl)-N-((2-(6-(oxetan-3-yloxy)pyridin-3-yl)-1,6-naphthyridin-7-yl)methyl)benzamide